FC1=CC=C(C=C1)C1=CC(=CC=C1)C(=O)C1=CNC2=C(N=CC=C21)O (4'-fluoro-[1,1'-biphenyl]-3-yl)(7-hydroxy-1H-pyrrolo[2,3-c]pyridin-3-yl)methanone